CC1=NNC=C1.[S] sulfur methyl-pyrazole